Cl.C1(=CC=CC=C1)C#CCCCC phenylhexyne hydrochloride